3,4-diisocyanatomethyl-tetrahydrothiophene [4-{5-((1-methyl-3-(pyridin-2-yl)-1H-pyrazol-4-yl)carbamoyl)furan-2-yl}-1H-pyrazol-1-yl]methylphosphonate CN1N=C(C(=C1)NC(=O)C1=CC=C(O1)C=1C=NN(C1)CP(O)(O)=O)C1=NC=CC=C1.N(=C=O)CC1CSCC1CN=C=O